C(C)(C)(C)C=1C=C(C=C(C1O)C(C)(C)C)C(C1=C(C=CC2=CC=CC=C12)O)C1=CC=CC2=CC=CC=C12 1-[(3,5-di-tert-butyl-4-hydroxyphenyl)(naphthalen-1-yl)methyl]Naphthalene-2-ol